2-(benzylsulfanyl)-3-methoxyphenol C(C1=CC=CC=C1)SC1=C(C=CC=C1OC)O